(dimethylamino)-6-methyl-pyrazine-2-carboxamide CN(C)C=1C(=NC(=CN1)C)C(=O)N